3,5-difluoro-2,6-dimethyl-4-methoxymethylbenzyl (1R)-trans-3-(2-methyl-1-propenyl)-2,2-dimethylcyclopropanecarboxylate CC(=C[C@H]1C([C@@H]1C(=O)OCC1=C(C(=C(C(=C1C)F)COC)F)C)(C)C)C